4-[(4-bromo-2,6-difluoro-phenyl)methoxy]phenol BrC1=CC(=C(C(=C1)F)COC1=CC=C(C=C1)O)F